(S)-N1-(1-(2-adamantylmethyl)-2-oxo-1,2-dihydropyridin-3-yl)-N6-methyl-2-(3-methylbenzofuran-2-carboxamido)-5-oxohexanediamide C12C(C3CC(CC(C1)C3)C2)CN2C(C(=CC=C2)NC([C@H](CCC(C(=O)NC)=O)NC(=O)C=2OC3=C(C2C)C=CC=C3)=O)=O